8-((4-(benzo[d][1,3]dioxol-4-yl(cyclobutylmethyl)amino)cyclohexyl)(methyl)amino)-5-methyl-6-oxo-5,6-dihydro-1,5-naphthyridine-2-carbonitrile O1COC2=C1C=CC=C2N(C2CCC(CC2)N(C2=CC(N(C=1C=CC(=NC21)C#N)C)=O)C)CC2CCC2